7-(5-fluorospiro[3H-benzofuran-2,4'-piperidine]-1'-yl)-2,4-dimethyl-5-oxo-thiazolo[5,4-b]pyridine-6-carbonitrile FC=1C=CC2=C(CC3(CCN(CC3)C=3C4=C(N(C(C3C#N)=O)C)SC(=N4)C)O2)C1